(R)-2-((1-(3,6-dimethyl-2-(4-((1-methyl-1H-pyrazol-4-yl)methyl)phenyl)-4-oxo-4H-chromen-8-yl)ethyl)amino)benzoic acid CC1=C(OC2=C(C=C(C=C2C1=O)C)[C@@H](C)NC1=C(C(=O)O)C=CC=C1)C1=CC=C(C=C1)CC=1C=NN(C1)C